C(=O)O.FC1(CC(C1)C(C)OC=1C=CC(=NC1CN(C)C)NC=1C=CC(=C2CNC(C12)=O)C1=CN=C2N1C=CN=C2)F 7-[[5-[1-(3,3-difluorocyclobutyl)ethoxy]-6-[(dimethylamino)methyl]-2-pyridyl]amino]-4-imidazo[1,2-a]pyrazin-3-yl-isoindolin-1-one Formate salt